C1(=CC=CC2=CC=CC=C12)N=C=N 3-naphthylcarbodiimide